2-amino-6-chlorophenol NC1=C(C(=CC=C1)Cl)O